1-methylpiperidine bromide [Br-].CN1CCCCC1